ClC=1C(=NC(=NC1)N[C@H]1[C@@H]([C@@H]2CO[C@H]([C@@H]1C)O2)O)C=2C=C(C1=C(N(C(=N1)C(C)(C)O)C(C)C)C2)F (1S,2S,3R,4R,5S)-3-((5-chloro-4-(4-fluoro-2-(2-hydroxypropan-2-yl)-1-isopropyl-1H-benzo[d]imidazol-6-yl)pyrimidin-2-yl)amino)-4-methyl-6,8-dioxabicyclo[3.2.1]octan-2-ol